5-[6-(2H3)methoxypyridazin-4-yl]phenol C(OC1=CC(=CN=N1)C=1C=CC=C(C1)O)([2H])([2H])[2H]